O=C1NC(CCC1N1C(C2=CC=C(C=C2C1=O)OCCOCCOCCN1CCC(CC1)OC1=NC=C(C=C1)C=1C=CC=2C3=C(N(C2C1)C)C=CN=C3)=O)=O 2-(2,6-dioxopiperidin-3-yl)-5-(2-(2-(2-(4-((5-(5-methyl-5H-pyrido[4,3-b]indol-7-yl)pyridin-2-yl)oxy)piperidin-1-yl)ethoxy)ethoxy)ethoxy)isoindoline-1,3-dione